2-Amino-4-(trifluoromethyl)-6-(((1R,3R)-3-(trifluoromethyl)cyclohexyl)methyl)-6,7-dihydro-5H-pyrrolo[3,4-d]pyrimidin-5-one NC=1N=C(C2=C(N1)CN(C2=O)C[C@H]2C[C@@H](CCC2)C(F)(F)F)C(F)(F)F